hydroxyl-ethyl-triethoxysilane OC(C)O[Si](OCC)(OCC)CC